(8-cyclopropyl-3-(3-methyl-1,2,4-oxadiazol-5-yl)-5,6-dihydro-[1,2,4]triazolo[4,3-a]pyrazin-7(8H)-yl)(4-fluorophenyl)methanone C1(CC1)C1C=2N(CCN1C(=O)C1=CC=C(C=C1)F)C(=NN2)C2=NC(=NO2)C